4-(5-(3,5-dimethylisoxazol-4-yl)-1-(tetrahydro-2H-pyran-4-yl)-1H-pyrrolo[2,3-b]pyridin-3-yl)-5-ethoxy-2-fluorobenzoic acid CC1=NOC(=C1C=1C=C2C(=NC1)N(C=C2C2=CC(=C(C(=O)O)C=C2OCC)F)C2CCOCC2)C